N1C(NC(C=2C1=CSC2)=O)=O thieno[3,4-d]pyrimidine-2,4(1H,3H)-dione